C(C1=CC=CC=C1)N1N=CC(=C1)C=1C(=CC(N(C1)C)=O)N1C[C@H](CC1)C(=O)O (S)-1-[5-(1-Benzyl-1H-pyrazol-4-yl)-1-methyl-2-oxo-1,2-dihydro-pyridin-4-yl]-pyrrolidine-3-carboxylic acid